methyl[2-(pyridin-2-yl)-5H,6H,7H-cyclopenta[d]pyrimidin-4-ylamino]-N-(1-methylcyclohexyl)acetamide CC(C(=O)NC1(CCCCC1)C)NC=1C2=C(N=C(N1)C1=NC=CC=C1)CCC2